((3-bromo-2-(hex-1-yn-1-yl)-5-methoxyphenyl)ethynyl)trimethylsilane BrC=1C(=C(C=C(C1)OC)C#C[Si](C)(C)C)C#CCCCC